FC=1C=CC2=C(NC(=NS2(=O)=O)NCC=2C=NN(C2)C)C1[C@@H](C)C1=C(C=CC=C1)F (S)-6-fluoro-5-(1-(2-fluorophenyl)ethyl)-3-(((1-methyl-1H-pyrazol-4-yl)methyl)amino)-4H-benzo[e][1,2,4]thiadiazine 1,1-dioxide